FC=1C=C2C(C(CN3C2=C(C1F)OCC3C)C=O)=O 9,10-difluoro-3-methyl-7-oxo-3,5,6,7-tetrahydro-2H-[1,4]oxazino[2,3,4-ii]quinoline-6-carbaldehyde